(2S,5S)-8-bromo-5-{[tert-butylbis(phenyl)siloxy]methyl}-2-isopropyl-9-methoxy-1-methyl-1,4,5,6-tetrahydro-1,4-benzodiazocin-3(2H)-one BrC=1C(=CC2=C(C[C@H](NC([C@@H](N2C)C(C)C)=O)CO[Si](C2=CC=CC=C2)(C2=CC=CC=C2)C(C)(C)C)C1)OC